5-bromo-4-cyclopropoxypyridin-2-amine BrC=1C(=CC(=NC1)N)OC1CC1